C(C)C1(C2CC3CC(CC1C3)C2)OC(C(=C)C)=O 2-ethyl-2-adamantyl-methacrylate